3-methylbutyl-2,2-dimethyl-propyl-dimethoxysilane CC(CC[Si](OC)(OC)CC(C)(C)C)C